[Cl-].ClCCC[N+](C)(C)C (3-chloropropyl)-trimethyl-ammonium chloride